(2R,5S)-1-(1-(4-fluorophenyl)-2-methylpropyl)-2,5-dimethylpiperazine hydrochloride Cl.FC1=CC=C(C=C1)C(C(C)C)N1[C@@H](CN[C@H](C1)C)C